C(C)N(CCOC=1C=C(C=CC1)NC=1N=CC2=C(N1)N(CC(=C2)I)C)CC 2-((3-(2-(Diethylamino)ethoxy)phenyl)amino)-6-iodo-8-methylpyrido[2,3-d]pyrimidin